3-hydroxypropyl methacrylate C(C(=C)C)(=O)OCCCO